(3r,4r,5r)-5-(hydroxymethyl)-3,4-piperidinediol OC[C@@H]1[C@H]([C@@H](CNC1)O)O